2-Methylpropanoic acid [(3S,6S,7R,8R)-8-benzyl-3-[(3-isobutoxycarbonyloxy-4-methoxypyridine-2-carbonyl) amino]-6-methyl-4,9-dioxo-1,5-dioxononan-7-yl] ester C(C1=CC=CC=C1)[C@H]([C@H]([C@@H](C(C([C@H](CC=O)NC(=O)C1=NC=CC(=C1OC(=O)OCC(C)C)OC)=O)=O)C)OC(C(C)C)=O)C=O